3-((4-(2-Chlorodibenzo[b,f][1,4]oxazepin-11-yl)piperazin-1-yl)methyl)-1,2,4-oxadiazol-5(4H)-one ClC=1C=CC2=C(C(=NC3=C(O2)C=CC=C3)N3CCN(CC3)CC3=NOC(N3)=O)C1